C(CCC(=O)OCCO)CC(=O)O The molecule is a dicarboxylic acid monoester obtained by the formal condensation of one of the hydroxy groups of ethylene glycol with one of the carboxy groups of adipic acid. It has a role as a human urinary metabolite. It is a hydroxy monocarboxylic acid and a dicarboxylic acid monoester. It derives from an ethylene glycol and an adipic acid.